(Z)- or (E)-2,3-diisopropyl-1-methyl-1-[3-(trimethoxysilyl)propyl]guanidine C(C)(C)N=C(N(CCC[Si](OC)(OC)OC)C)NC(C)C